ClC1=C(C=CC(=C1)OC1=NC=CC(=C1)C)C(C1=CNC2=C1C1=C(N(C(C(N1)(C)COC)=O)C)C=N2)O 9-((2-chloro-4-((4-methylpyridin-2-yl)oxy)phenyl)(hydroxy)methyl)-2-(Methoxymethyl)-2,4-dimethyl-1,2,4,7-tetrahydro-3H-pyrrolo[3',2':5,6]pyrido[3,4-b]Pyrazin-3-one